NC=1SC(=C(N1)C(=O)OCC)Br ethyl 2-amino-5-bromo-1,3-thiazole-4-carboxylate